N-(3-(5-(tert-butyl)pyrazin-2-yl)phenyl)-8-chloro-N-methyl-[1,2,4]triazolo[4,3-a]quinazolin-5-amine C(C)(C)(C)C=1N=CC(=NC1)C=1C=C(C=CC1)N(C1=NC=2N(C3=CC(=CC=C13)Cl)C=NN2)C